ClC1=NC=2CC(N=CC2C=C1)(CC)CC 2-chloro-7,7-diethyl-7,8-dihydro-1,6-naphthyridine